C(C)(C)(C)OC(NC12CC(C1)(C2)NC=2C=1N(C=CN2)N=C(C1)C)=O {3-[(2-Methylpyrazolo[1,5-a]pyrazin-4-yl)amino]bicyclo[1.1.1]pentan-1-yl}carbamic acid tert-butyl ester